(R)-1-((7-Chloro-2-(2'-chloro-3'-(3-(((S)-3-hydroxypyrrolidin-1-yl)methyl)-1,7-naphthyridin-8-ylamino)-2-methylbiphenyl-3-yl)benzo[d]oxazol-5-yl)methyl)pyrrolidin ClC1=CC(=CC=2N=C(OC21)C=2C(=C(C=CC2)C2=C(C(=CC=C2)NC=2N=CC=C1C=C(C=NC21)CN2C[C@H](CC2)O)Cl)C)CN2CCCC2